C(C)(C)(C)C1=C(OC2=C(C=C(C=C2)C=2C=3C(NC(C2)=O)=NNC3)OC)C=CC(=C1)OC 4-[4-(2-Tert-butyl-4-methoxyphenoxy)-3-methoxyphenyl]-2H,6H,7H-pyrazolo[3,4-b]pyridin-6-one